CS(=O)(=O)CC12CC(C1)(C2)N2C(N1[C@@H](CNCC1)C2)=O (S)-2-(3-((methylsulfonyl)methyl)bicyclo[1.1.1]pentan-1-yl)hexahydroimidazo[1,5-a]pyrazin-3(2H)-one